N-(4-Fluoro-5-(((2R,5'S)-5-methoxy-5'-methyl-3H-spiro[furo[2,3-c]pyridine-2,3'-pyrrolidin]-1'-yl)methyl)thiazol-2-yl)acetamide FC=1N=C(SC1CN1C[C@]2(C[C@@H]1C)CC=1C(=CN=C(C1)OC)O2)NC(C)=O